SCCC(=O)O.OC(CC)(O)O trihydroxypropane (3-mercaptopropionate)